2-[6-amino-5-[8-[2-[3-[1-(hydroxymethyl)-3-azabicyclo[3.1.0]hexan-3-yl]prop-1-ynyl]-4-pyridyl]-3,8-diazabicyclo[3.2.1]octan-3-yl]pyridazin-3-yl]phenol NC1=C(C=C(N=N1)C1=C(C=CC=C1)O)N1CC2CCC(C1)N2C2=CC(=NC=C2)C#CCN2CC1(CC1C2)CO